FCC1=NN2C(C(CCC2)=O)=C1 2-(fluoromethyl)-6,7-dihydropyrazolo[1,5-a]Pyridin-4(5H)-one